(1R,3R)-3-((S)-2-((R)-(5-fluoro-2-methoxyphenyl)(hydroxy)methyl)-6-(methoxycarbonyl)-7-methyl-6,7,8,9-tetrahydro-3H-imidazo[4,5-f]quinolin-3-yl)cyclohexane-1-carboxylic acid FC=1C=CC(=C(C1)[C@H](C=1N(C=2C(=C3CC[C@@H](N(C3=CC2)C(=O)OC)C)N1)[C@H]1C[C@@H](CCC1)C(=O)O)O)OC